2-fluorophenyl-4-methyl-4H-[1,2,4]triazolo[4,3-a][1,4]benzodiazepine FC1=C(C=CC=C1)C1=NN=C2N1C1=C(C=NC2C)C=CC=C1